[Pb].[Fe] iron-lead